FC=1C=C(NC2=CC=C(C(=N2)C(=O)NCC(C)C2=CC=CC=C2)OC)C=C(C1)F 6-(3,5-difluoroanilino)-3-methoxy-N-(2-phenylpropyl)-pyridine-2-carboxamide